S(O)(=O)(=O)N.[Li] lithium amidosulfuric acid